N1-((6,7-dimethoxyisoquinolin-1-yl)methyl)-N1-((3-methylpyridin-2-yl)methyl)butane-1,4-diamine COC=1C=C2C=CN=C(C2=CC1OC)CN(CCCCN)CC1=NC=CC=C1C